N-(3-(8-cyanoquinolin-5-yl)-5-(Trifluoromethyl)-3-azabicyclo[3.1.0]hexane-1-yl)-2-(4-methylmorpholin-2-yl)acetamide C(#N)C=1C=CC(=C2C=CC=NC12)N1CC2(CC2(C1)C(F)(F)F)NC(CC1CN(CCO1)C)=O